6,7,8,9-tetrahydro-5H-5,8-epoxycyclohepta[b]pyridin-3-amine N1=C2C(=CC(=C1)N)C1CCC(C2)O1